(R)-1-(2-((1-((dimethylamino)methyl)cyclopropyl)methoxy)-8-fluoro-7-(3-hydroxy-8-((triisopropylsilyl)ethynyl)naphthalen-1-yl)pyrido[4,3-d]pyrimidin-4-yl)-3-methylpiperidin-3-ol CN(C)CC1(CC1)COC=1N=C(C2=C(N1)C(=C(N=C2)C2=CC(=CC1=CC=CC(=C21)C#C[Si](C(C)C)(C(C)C)C(C)C)O)F)N2C[C@@](CCC2)(O)C